tert-Butyl (3R)-4-[5-amino-6-(4-pyridylamino)-2-pyridyl]-3-methyl-piperazine-1-carboxylate NC=1C=CC(=NC1NC1=CC=NC=C1)N1[C@@H](CN(CC1)C(=O)OC(C)(C)C)C